methyl 6-((N-(benzo[d][1,3]dioxol-5-yl)methylsulfonamido)methyl)nicotinate O1COC2=C1C=CC(=C2)N(S(=O)(=O)C)CC2=NC=C(C(=O)OC)C=C2